FC(C(=O)N(C)OC)(C)C 2-Fluoro-N-methoxy-N,2-dimethylpropionamide